6-[6-(3-cyclopropyl-1,2,4-triazol-1-yl)-2-azaspiro[3.3]heptane-2-carbonyl]-N-(1-methylcyclopropyl)-2,6-diazaspiro[3.3]heptane-2-sulfonamide C1(CC1)C1=NN(C=N1)C1CC2(CN(C2)C(=O)N2CC3(CN(C3)S(=O)(=O)NC3(CC3)C)C2)C1